ClC1=CC=C(CC2=NC=C(C(=N2)OC2CCN(CC2)CC2=NC3=C(C=NC(=C3)C(OC)=N)N2C[C@H]2OCC2)F)C=C1 methyl (S)-2-((4-((2-(4-chlorobenzyl)-5-fluoropyrimidin-4-yl) oxy) piperidin-1-yl) methyl)-3-(oxetan-2-ylmethyl)-3H-imidazo[4,5-c]pyridine-6-carbimidate